4-acetyl-4'-propionyl-biphenyl Methyl-(R)-6-(1-(3-(1H-pyrazol-1-yl)propanoyl)piperidin-3-yl)-4-chloro-7-fluoro-1H-indole-2-carboxylate COC(=O)C=1NC2=C(C(=CC(=C2C1)Cl)[C@@H]1CN(CCC1)C(CCN1N=CC=C1)=O)F.C(C)(=O)C1=CC=C(C=C1)C1=CC=C(C=C1)C(CC)=O